CC1=C(C=C(C=C1)C)S(=O)(=O)N1C2CN(CC1CC2)C(=O)C2=CN=NN2 {8-[(2,5-dimethylphenyl)sulfonyl]-3,8-diazabicyclo[3.2.1]oct-3-yl}(1H-1,2,3-triazol-5-yl)methanone